2-(1-tert-butyl-1H-pyrazol-4-yl)-N-(propan-2-yl)-N-[(3S)-pyrrolidin-3-yl]-1,3-thiazole-4-carboxamide C(C)(C)(C)N1N=CC(=C1)C=1SC=C(N1)C(=O)N([C@@H]1CNCC1)C(C)C